C=CC(=CCCCCCCCC)O (cis)-3-dodecadienol